C1(CC1)CCC(C1=NC=CC=C1)(O)C=1C=CC(=C(C1)NC(=O)C1=CC(=NN1C1=CC=C(C=C1)OC)C(F)(F)F)F N-(5-(3-cyclopropyl-1-hydroxy-1-(pyridin-2-yl)propyl)-2-fluorophenyl)-1-(4-methoxyphenyl)-3-(trifluoromethyl)-1H-pyrazole-5-carboxamide